N-benzyl-2-chloro-9-(tetrahydro-2H-pyran-2-yl)-9H-purin-6-amine C(C1=CC=CC=C1)NC1=C2N=CN(C2=NC(=N1)Cl)C1OCCCC1